5-(2,2-dimethylcyclopropyl)benzofuran CC1(C(C1)C=1C=CC2=C(C=CO2)C1)C